(1-(6-(1-methyl-1H-pyrazol-4-yl)-[1,2,4]triazolo[1,5-a]pyrazin-8-yl)piperidin-4-yl)methylamine hydrochloride Cl.CN1N=CC(=C1)C=1N=C(C=2N(C1)N=CN2)N2CCC(CC2)CN